BrC=1C=CC(=C(C1)CC(C(=O)NC1=CC=C(C=C1)C1=NN=CN1C1CC1)NC(=O)C=1N(N=CC1)C)Cl N-[1-[(5-bromo-2-chloro-phenyl)methyl]-2-[4-(4-cyclopropyl-1,2,4-triazol-3-yl)anilino]-2-oxo-ethyl]-2-methyl-pyrazole-3-carboxamide